ClC=1C=C(C(=O)NC)C=C(C1)CN1C=NC2=CC(=CC=C2C1=O)C=1C=NNC1C(F)(F)F 3-Chloro-N-methyl-5-((4-oxo-7-(5-(trifluoromethyl)-1H-pyrazol-4-yl)quinazolin-3(4H)-yl)methyl)benzamide